ClC=1C=C2C(=C(N(C2=CC1)C(C1=CC=CC=C1)C1=CC=CC=C1)C)CCOC1=CC=C(C(=O)O)C=C1 4-[2-[5-chloro-1-(diphenylmethyl)-2-methyl-1H-indol-3-yl]-ethoxy]benzoic acid